NC1=C(C=C(N=N1)C1=C(C=CC=C1)O)N1CC2CCC(C1)N2C2=CC(=NC=C2)C#CCN2C1CCC(C2)C1 2-[6-amino-5-[8-[2-[3-(2-azabicyclo[2.2.1]heptan-2-yl)prop-1-ynyl]-4-pyridinyl]-3,8-diazabicyclo[3.2.1]oct-3-yl]pyridazin-3-yl]phenol